(S)-7-(cyclopropylmethoxy)-6-methoxy-1-(2-(6-meth-yl-1H-indol-3-yl)ethyl)-3,4-dihydroisoquinoline-2(1H)-formaldehyde C1(CC1)COC1=C(C=C2CCN([C@H](C2=C1)CCC1=CNC2=CC(=CC=C12)C)C=O)OC